2-(1-((R)-2-(((1R,4R)-4-hydroxy-4-methylcyclohexyl)oxy)-2-phenylethyl)-5-methyl-6-(oxazol-2-yl)-2,4-dioxo-1,2-dihydrothieno[2,3-d]pyrimidin-3(4H)-yl)-2-methylpropanoic acid OC1(CCC(CC1)O[C@@H](CN1C(N(C(C2=C1SC(=C2C)C=2OC=CN2)=O)C(C(=O)O)(C)C)=O)C2=CC=CC=C2)C